5-[3-(Difluoromethyl)phenyl]-1,3-oxazole FC(C=1C=C(C=CC1)C1=CN=CO1)F